C(C1=CC=CC=C1)NC(=O)N(C1=CC=C(C(=O)O)C=C1)[C@@H]1CC[C@H](CC1)NC1=NC=C(C=C1)C#N 4-((benzylcarbamoyl)(trans-4-((5-cyanopyridin-2-yl)amino)cyclohexyl)amino)benzoic acid